C(C)(C)(C)OC(=O)NCC1=CC(=C(C(=C1)C)NC(=O)C1=CC2=C(OCCC3=C2SC=C3)C=C1C=1C(=NC(=CC1)C(=O)N1C(CCCC1)C1=CC=CC=C1)C(=O)OC)C methyl 3-(9-((4-(((tert-butoxycarbonyl)amino)methyl)-2,6-dimethylphenyl)carbamoyl)-4,5-dihydrobenzo[b]thieno[2,3-d]oxepin-8-yl)-6-(2-phenylpiperidine-1-carbonyl)picolinate